3-methyl-6-nitro-1H-imidazo[4,5-b]pyridin-2(3H)-one CN1C(NC=2C1=NC=C(C2)[N+](=O)[O-])=O